piperidine acetate salt C(C)(=O)O.N1CCCCC1